[Si](C)(C)(C(C)(C)C)OC[C@@H]1[C@H](C[C@@H](O1)N1C(=O)NC(=O)C(C)=C1)O 5'-O-TBDMS-thymidine